OCCOC1(C(=C2C=CC(C=C2C=C1)(C1=CC(=CC=C1)C#N)C1=CC(=CC=C1)C#N)C1=CC=CC2=CC=CC=C12)OCCO 2,2-bis(2-hydroxyethoxy)-6,6-bis(3-cyanophenyl)-1,1-binaphthyl